tert-butyl (((1s,4s)-4-((3-(2,6-bis(benzyloxy)pyridin-3-yl)-1-methyl-1H-indazol-6-yl)amino)cyclohexyl)methyl)carbamate C(C1=CC=CC=C1)OC1=NC(=CC=C1C1=NN(C2=CC(=CC=C12)NC1CCC(CC1)CNC(OC(C)(C)C)=O)C)OCC1=CC=CC=C1